S(=O)(=O)([O-])[O-].[Mn+2].[Zn+2].[Mg+2].S(=O)(=O)([O-])[O-].S(=O)(=O)([O-])[O-] magnesium zinc manganese sulfate